OCC=1C(N(C(N(N1)CC1=CC=C(C=C1)OC)=O)CC1=CC=C(C=C1)OC)=O 6-(hydroxymethyl)-2,4-bis[(4-methoxyphenyl)methyl]-1,2,4-triazine-3,5-dione